CN(C[C@H](C(C)(C)C)NC(C)=O)C (S)-N-(1-(dimethylamino)-3,3-dimethylbut-2-yl)acetamide